7-chloro-N-[(1S)-2-[[(1S)-1-cyano-2-[(3S)-2-oxo-3-piperidyl]ethyl]amino]-1-(cyclopropylmethyl)-2-oxo-ethyl]-5-fluoro-1H-indole-2-carboxamide ClC=1C=C(C=C2C=C(NC12)C(=O)N[C@H](C(=O)N[C@@H](C[C@H]1C(NCCC1)=O)C#N)CC1CC1)F